1-(2-oxo-3,4-dihydro-1H-quinolin-6-yl)benzimidazole-5-carboxylic acid O=C1NC2=CC=C(C=C2CC1)N1C=NC2=C1C=CC(=C2)C(=O)O